COC1(C=C(C(C2(CC2)C1)=O)C#N)C1=NC=CC=C1C(F)(F)F 7-methoxy-4-oxo-7-[3-(trifluoromethyl)pyridin-2-yl]spiro[2.5]oct-5-ene-5-carbonitrile